5-[2-(4-Chloro-chinolin-8-sulfonylamino)-phenylethynyl]-pyridin ClC1=CC=NC2=C(C=CC=C12)S(=O)(=O)NC1=C(C=CC=C1)C#CC=1C=CC=NC1